FC=1C(=C(C=CC1F)[C@H]1[C@@H](S[C@](C1)(C(F)(F)F)C)C(=O)NC=1C=CC2=C(B(OC2CN(C)C)O)C1)OC (2R,3S,5R)-3-(3,4-difluoro-2-methoxyphenyl)-N-(3-((dimethylamino)methyl)-1-hydroxy-1,3-dihydrobenzo[c][1,2]oxaborol-6-yl)-5-methyl-5-(trifluoromethyl)tetrahydrothiophene-2-carboxamide